CC(C)(CC(NC(=O)N)=O)NC(=O)C1=NC=CC=C1 N-(2-methyl-4-oxo-4-ureidobut-2-yl)pyridinecarboxamide